diethyl-2-hydroxyethyl stearate C(CCCCCCCCCCCCCCCCC)(=O)OCC(O)(CC)CC